(S)-N-(3-chloro-4-fluorophenyl)-N-methyl-5-(pyridin-2-yl)-1,2,5-thiadiazolidine-3-carboxamide 1,1-dioxide ClC=1C=C(C=CC1F)N(C(=O)[C@H]1NS(N(C1)C1=NC=CC=C1)(=O)=O)C